FC=1C=C(C=C(C1C)[N+](=O)[O-])C=1N=C(OC1)C1CN(C1)C(=O)OCC1=CC=CC=C1 benzyl 3-(4-(3-fluoro-4-methyl-5-nitrophenyl)oxazol-2-yl)azetidine-1-carboxylate